(R/S)-N-(1-(3-amino-5-(difluoromethyl)phenyl)ethyl)-2,8,8-trimethyl-6-(2-oxa-6-azaspiro[3.3]heptan-6-yl)-8,9-dihydrofuro[2,3-h]quinazolin-4-amine NC=1C=C(C=C(C1)C(F)F)[C@@H](C)NC1=NC(=NC2=C3C(=C(C=C12)N1CC2(COC2)C1)OC(C3)(C)C)C |r|